BrC=1C(=C(C(=O)OC)C=CC1Cl)C methyl 3-bromo-4-chloro-2-methylbenzoate